C(C)(C)(C)OC(N(CCCNC1=NNC=C1)CCC1=CC=CC=C1)=O tert-Butyl-N-(2-phenylethyl)-N-[3-(1H-pyrazol-3-ylamino)propyl]carbamate